2-(2-(2-methoxyethoxy)ethoxy)benzaldehyde COCCOCCOC1=C(C=O)C=CC=C1